1,3-diethylphenyl-xanthine tert-butyl-6-((3-cyano-1-cyclopentyl-2-oxo-1,2-dihydro-1,6-naphthyridin-7-yl)amino)-3,4-dihydroisoquinoline-2(1H)-carboxylate C(C)(C)(C)C1N(CCC2=CC(=CC=C12)NC1=NC=C2C=C(C(N(C2=C1)C1CCCC1)=O)C#N)C(=O)O.C(C)C1(CC(=CC=C1)CC)C1=NC=2NC(NC(C2N1)=O)=O